NC1=NC=C(C2=C1C=NN2)NC(C(N2[C@H](CC[C@@H](C2)C)CC)=O)=O N-(4-amino-1H-pyrazolo[4,3-c]pyridin-7-yl)-2-oxo-2-[(2S,5S)-2-ethyl-5-methyl-1-piperidyl]acetamide